3-chloro-7-cyanoisoquinoline-1-carboxylic acid ClC=1N=C(C2=CC(=CC=C2C1)C#N)C(=O)O